N1C=NC2=C1C=C(C=C2)CNCC2=CC(=CC=C2)OC N-((1H-benzo[d]imidazol-6-yl)methyl)-1-(3-methoxyphenyl)methylamine